8-(4-(2-morpholinoethoxy)phenyl)-N-(4-morpholinophenyl)quinazolin-2-amine O1CCN(CC1)CCOC1=CC=C(C=C1)C=1C=CC=C2C=NC(=NC12)NC1=CC=C(C=C1)N1CCOCC1